O=C1NC2=CC(=CC=C2C12CCCCC2)C2=CCCN(C2)C(=O)OC(C)(C)C tert-butyl 5-(2'-oxospiro[cyclohexane-1,3'-indolin]-6'-yl)-3,6-dihydropyridine-1(2H)-carboxylate